N1(CCCC1)CC1=CC=C(C=C1)CO (4-(pyrrolidin-1-ylmethyl)phenyl)methanol